FC1=C(C=CC=C1)C1N(N2C(N=CC=C2)=C1)[C@H]1C(NC2=C(C(=N1)C1=CC=CC=C1)C=CC=C2)=O 2-(2-Fluorophenyl)-N-[(3S)-2-oxo-5-phenyl-1,3-dihydro-1,4-benzodiazepin-3-yl]pyrazolo[1,5-a]pyrimidine